5-Cyclopropoxy-2-methyl-1,2,3,4-tetrahydroisoquinolin-7-amine C1(CC1)OC1=C2CCN(CC2=CC(=C1)N)C